CC(=O)[C@H](O)[C@H](O)CO deoxy-ribulose